C12N[C@@H](C(CC1)CC2)C(=O)N2CC(C2)C(=O)C2=CN(C1=CN=CC=C12)C1=C(C(=O)N(C(C)C)CC)C=C(C=C1)F (S)-2-(3-(1-(2-Azabicyclo[2.2.2]octane-3-carbonyl)azetidine-3-carbonyl)-1H-pyrrolo-[2,3-c]pyridin-1-yl)-N-ethyl-5-fluoro-N-isopropylbenzamide